(S)-methyl-2-((S)-2-amino-4,4-dimethylpentanamido)-3-((R)-5-oxo-4-azaspiro[2.4]heptan-6-yl)propanoate COC([C@H](C[C@H]1C(NC2(CC2)C1)=O)NC([C@H](CC(C)(C)C)N)=O)=O